FC(=C(OC1=C(C=C(C=C1OC)C=C(C)[N+](=O)[O-])OC)C)F 1-(4-(2,2-Difluoro-1-methyl-vinyloxy)-3,5-dimethoxyphenyl)-2-nitropropene